(4-(1H-pyrazol-1-yl)butyl)-5-bromo-3,7-difluoro-1H-indole N1(N=CC=C1)CCCCN1C=C(C2=CC(=CC(=C12)F)Br)F